[N+](=O)([O-])/C(=C/C=1SC=CC1)/C (E)-2-(2-nitroprop-1-en-1-yl)thiophene